C(#C)C1CCN(CC1)CCC(=O)O 3-(4-ethynylpiperidin-1-yl)propanoic acid